FC1=C(C=CC=C1)S(=O)(=O)N(CC(C1=CC=C(C=C1)C1=NOC(=N1)C(F)(F)F)=O)C 2-fluoro-N-methyl-N-(2-oxo-2-(4-(5-(trifluoromethyl)-1,2,4-oxadiazol-3-yl)phenyl)ethyl)benzenesulfonamide